OC1=C(C=C(C=C1CCCCCCCCCCC)C)N1N=C2C(=N1)C=CC=C2 2-(2'-hydroxy-3'-undecyl-5'-methylphenyl)benzotriazole